1-azido-6-((4-methylphenyl)sulfonamido)hexane-3-sulfonyl fluoride N(=[N+]=[N-])CCC(CCCNS(=O)(=O)C1=CC=C(C=C1)C)S(=O)(=O)F